C1(=CC=CC=C1)P(C1=CC=CC=C1)C=1OC2=CC=CC=C2OC1 diphenylphosphino-1,4-dioxanaphthalene